bis-dimethylamino-dimethyl-silane CN(C)[Si](C)(C)N(C)C